5-(4-nitrophenyl)thiophene-3-carboxylic acid ethyl ester C(C)OC(=O)C1=CSC(=C1)C1=CC=C(C=C1)[N+](=O)[O-]